5-(4-phenoxyphenyl)-1,2,3,6-tetrahydropyridine O(C1=CC=CC=C1)C1=CC=C(C=C1)C1=CCCNC1